C([C@@H]1CCCO1)N (S)-(-)-Tetrahydrofurfurylamine